(R)-1-(5-chloro-3-fluoro-pyridin-2-yl)-3-((S)-1-hydroxyethyl)-4-(4-(trifluoromethyl)benzyl)-piperazine-2,5-dione ClC=1C=C(C(=NC1)N1C([C@H](N(C(C1)=O)CC1=CC=C(C=C1)C(F)(F)F)[C@H](C)O)=O)F